CC1=C(C=C2C=NNC2=C1)C1=CC=C(C=C1)CCCC(=O)NC=1C=NC=CC1 4-(4-(6-methyl-1H-indazol-5-yl)phenyl)-N-(pyridin-3-yl)butanamide